acryl-morpholineAMin C(=O)(C=C)C1N(CCOC1)N